C(C)OC(=O)C1=C(N(C(=C1)C1=CC=C(C=C1)OC)C)N 2-amino-5-(4-methoxyphenyl)-1-methyl-1H-pyrrole-3-carboxylic acid ethyl ester